N-[(3R)-1-{(5S)-5-[3-(2,6-difluorophenyl)-5-methylpyridin-2-yl]-4,5-dihydro-1,2-oxazol-3-yl}-4,4-difluoropyrrolidin-3-yl]cyclopropanesulfonamide FC1=C(C(=CC=C1)F)C=1C(=NC=C(C1)C)[C@@H]1CC(=NO1)N1C[C@H](C(C1)(F)F)NS(=O)(=O)C1CC1